FC1=C2C=CNC2=CC(=C1OC=1C=CC(=C(C1)C1=NC(=NN1C)[C@@H](C)C1=CC=C(S1)CCC(=O)O)F)F (R)-3-(5-(1-(5-(5-((4,6-difluoro-1H-indol-5-yl)oxy)-2-fluorophenyl)-1-methyl-1H-1,2,4-triazol-3-yl)ethyl)thiophen-2-yl)propanoic acid